C(C)OC1=C2C(=C3CC(N(CC3=C1)CC(C)C)C)OC(N2C(C2=CC=CC=C2)(C2=CC=CC=C2)C2=CC=CC=C2)C2=CC=CC=C2 ethoxyPhenyl-7-isobutyl-8-methyl-3-trityl-6,7,8,9-tetrahydrooxazolo[5,4-f]Isoquinolin